3-((6-chloro-1-(1-ethyl-1H-pyrazol-4-yl)-7-fluoro-2-methoxy-1H-indol-3-yl)thio)benzoic acid ClC1=CC=C2C(=C(N(C2=C1F)C=1C=NN(C1)CC)OC)SC=1C=C(C(=O)O)C=CC1